Propan-2-yl (2R)-3-(1H-1,2,4-triazol-1-yl)-2-({[(1S)-1-[6-(trifluoromethyl)pyridin-3-yl]ethyl]carbamoyl}oxy)propanoate N1(N=CN=C1)C[C@H](C(=O)OC(C)C)OC(N[C@@H](C)C=1C=NC(=CC1)C(F)(F)F)=O